FC=1C=C2C(=CNC2=CC1)C=1C=C(SC1)C(CC(=O)O)=O 3-(4-(5-fluoro-1H-indol-3-yl)thiophen-2-yl)-3-oxopropanoic acid